(R)-1-(2-hydroxypropyl)-1H-pyrazole-3-sulfonamide O[C@@H](CN1N=C(C=C1)S(=O)(=O)N)C